C[Si](C)(C)CCC=1C=2N(C=CC1)C=NC2 8-((trimethylsilyl)ethyl)imidazo[1,5-a]pyridine